ClC1=CC(=CS1)N1CC(C1)C(=O)N(C)C1COCC=2NC(C=3C=C(C(=CC3C21)F)F)=O 1-(5-chlorothiophen-3-yl)-N-(8,9-difluoro-6-oxo-1,4,5,6-tetrahydro-2H-pyrano[3,4-c]isoquinolin-1-yl)-N-methylazetidine-3-carboxamide